CC1=CC=CCC1 methyl-1,3-cyclohexadiene